5-[4-(2,5-dimethylphenyl)piperazin-1-yl]sulfonylquinolin-8-ol CC1=C(C=C(C=C1)C)N1CCN(CC1)S(=O)(=O)C1=C2C=CC=NC2=C(C=C1)O